2-(2-ethylphenyl)-3-methyl-1H-indole-5-carboxamide C(C)C1=C(C=CC=C1)C=1NC2=CC=C(C=C2C1C)C(=O)N